benzyl 4-[2-(1-tert-butoxycarbonyl-4-piperidyl)-2,2-difluoro-ethyl]piperazine-1-carboxylate C(C)(C)(C)OC(=O)N1CCC(CC1)C(CN1CCN(CC1)C(=O)OCC1=CC=CC=C1)(F)F